(S)-2-(benzo[d]thiazol-2-ylamino)-4-(((R)-2-methoxypropyl)(4-(5,6,7,8-tetrahydro-1,8-naphthyridin-2-yl)butyl)amino)butanoic acid S1C(=NC2=C1C=CC=C2)N[C@H](C(=O)O)CCN(CCCCC2=NC=1NCCCC1C=C2)C[C@@H](C)OC